E-bis(diphenylphosphino)-ferrocene C1(=CC=CC=C1)P(C1=CC=CC=C1)[C-]1C=CC=C1.[C-]1(C=CC=C1)P(C1=CC=CC=C1)C1=CC=CC=C1.[Fe+2]